C1N(CCC2=CC=CC=C12)C[C@H](CN1CCOC2=C(C1=O)C=CC(=C2)CN2CCC1(COC1)CC2)O 4-[(2R)-3-(3,4-dihydro-1H-isoquinolin-2-yl)-2-hydroxypropyl]-8-(2-oxa-7-azaspiro[3.5]nonane-7-ylmethyl)-2,3-dihydro-1,4-benzoxazepin-5-one